2-hydroxy-5-[(6-hydroxy-3-oxo-1-benzofuran-2-ylidene)methyl]phenolate OC1=C(C=C(C=C1)C=C1OC2=C(C1=O)C=CC(=C2)O)[O-]